C(C)(C)(C)OC(=O)N1C2CC(CC1CC2)CN2CC1=C(C=C(C=C1CC2)C(=O)OC)F methyl 2-[(8-tert-butoxycarbonyl-8-azabicyclo[3.2.1]octan-3-yl)methyl]-8-fluoro-3,4-dihydro-1H-isoquinoline-6-carboxylate